ClC=1C=C(CNC=2C=NC=CC2C(=O)O)C=CC1Cl 3-[(3,4-dichlorobenzyl)amino]pyridine-4-carboxylic acid